1-(1-{5-chloro-3-[1-(cyclopropylcarbonyl)azetidin-3-yl]-2-methoxy-4-methylphenyl}ethyl)-3-methyl-1H-pyrazolo[3,4-d]pyrimidin-4-amine ClC=1C(=C(C(=C(C1)C(C)N1N=C(C=2C1=NC=NC2N)C)OC)C2CN(C2)C(=O)C2CC2)C